4-(2-chlorothiophen-3-yl)-2-(morpholin-4-yl)-8-(1H-pyrazol-5-yl)-1,7-naphthyridine ClC=1SC=CC1C1=CC(=NC2=C(N=CC=C12)C1=CC=NN1)N1CCOCC1